C(CCCCCCCCCCCCCCCCC)(=O)OC(CCCCCCCCCCCCCCC)=O monopalmitoyl monostearate